2-bromo-1-(5-methoxypyrazin-2-yl)ethan-1-one BrCC(=O)C1=NC=C(N=C1)OC